C(C)(C)OC(C)OC(C)C diisopropoxyethane